CN(S(=O)(=O)NC1=CC=C(C=N1)[C@@H](CCN1CCC(CC1)O)NC(=O)C1=CC2=CC=3C[C@@](CCC3N=C2C(=C1)F)(C(C)C)F)C (S)-N-((R)-1-(6-((N,N-dimethylsulfamoyl)amino)pyridin-3-yl)-3-(4-hydroxypiperidin-1-yl)propyl)-4,7-difluoro-7-isopropyl-5,6,7,8-tetrahydroacridine-2-carboxamide